N-(2-(7-azaspiro[3.5]nonan-2-yl)ethyl)-4-((8-ethoxy-7-(1H-pyrazol-4-yl)-[1,2,4]triazolo[1,5-a]pyridin-2-yl)amino)-3-methylbenzenesulfonamide C1C(CC12CCNCC2)CCNS(=O)(=O)C2=CC(=C(C=C2)NC2=NN1C(C(=C(C=C1)C=1C=NNC1)OCC)=N2)C